5-cyano-2-methoxyphenylboronic acid pinacol ester C(#N)C=1C=CC(=C(C1)B1OC(C)(C)C(C)(C)O1)OC